C(C=C)N(C1=NC=CC=C1)C N-allyl-N-methylpyridin-2-amine